5-(1-(3,5-Difluorophenyl)ethoxy)-3-(5-(Piperidin-4-ylmethyl)-1,4,5,6-Tetrahydropyrrolo[3,4-d]imidazol-2-yl)-1H-Indazol FC=1C=C(C=C(C1)F)C(C)OC=1C=C2C(=NNC2=CC1)C1=NC2=C(N1)CN(C2)CC2CCNCC2